NC(CC1=C(C=2N=NN=C(C2S1)NCC1=CC=NC=C1)Br)(C)C 6-(2-amino-2-methylpropyl)-7-bromo-N-(pyridin-4-ylmethyl)thieno[3,2-d][1,2,3]triazin-4-amine